CC12C(=C(C(CC1)C2)C(=O)O)C(=O)O methyl-norbornene-2,3-dicarboxylic acid